7-Mercapto-2,3-dihydro-1H-inden-5-ol SC=1C=C(C=C2CCCC12)O